4,6-di-tert-butyl-3-ethyl-anisole C(C)(C)(C)C1=C(C=C(C(=C1)C(C)(C)C)OC)CC